CC1(C=CC(C=C1)=O)NC(C)=O N-(1-methyl-4-oxocyclohex-2,5-dien-1-yl)acetamide